FC=1C=C2CN(CC2=CC1)C(=O)NC1=CC=C(C=C1)C1CCN(CC1)S(=O)(=O)NC(OC)=O methyl ((4-(4-(5-fluoroisoindoline-2-carboxamido) phenyl)piperidin-1-yl)sulfonyl)carbamate